FC(OC1=C(C=CC(=C1)F)[C@@H]1[C@@H](O[C@]([C@H]1C)(C(F)(F)F)C)C(=O)NC1=CC(=NC=C1)C(=O)N)F 4-((2R,3R,4S,5R)-3-(2-(difluoromethoxy)-4-fluorophenyl)-4,5-dimethyl-5-(trifluoromethyl)tetrahydrofuran-2-carboxamido)picolinamide